(E)-3-(dimethylamino)-1-(4-methoxynaphthalen-1-yl)-2-(3-chlorophenyl)prop-2-en-1-one CN(/C=C(/C(=O)C1=CC=C(C2=CC=CC=C12)OC)\C1=CC(=CC=C1)Cl)C